C(C1=CC=CC=C1)OC(=O)N1[C@@H]2C[C@H]([C@H](C1)C2)O (1S,4S,5R)-5-hydroxy-2-azabicyclo[2.2.1]heptane-2-carboxylic acid benzyl ester